Acetic acid 2-[5-hydroxy-6-(3-methyl-but-2-enyl)-4-oxo-chroman-2-yl]-phenyl Ester OC1=C2C(CC(OC2=CC=C1CC=C(C)C)C1=C(C=CC=C1)OC(C)=O)=O